[C@H]12CC(C[C@H](CC1)N2)N(C2=CC=C(N=N2)C2=C(C=C(C=C2)C=2C(=NNC2)C)O)C 2-(6-(((1R,3S,5S)-8-azabicyclo[3.2.1]octan-3-yl)(methyl)amino)pyridazin-3-yl)-5-(3-methyl-1H-pyrazol-4-yl)phenol